5-amino-4-(4-(2,4-difluorophenoxy)piperidin-1-yl)pyrimidine-2-carbonitrile NC=1C(=NC(=NC1)C#N)N1CCC(CC1)OC1=C(C=C(C=C1)F)F